O1CCOC2=C1C=CC(=C2)C=2C=C(C=CC2)[C@@H](C)NC2=NC(=NC1=CC(=C(C=C21)OC)OC)C N-{(1R)-1-[3-(2,3-dihydro-1,4-benzodioxin-6-yl)phenyl]ethyl}-6,7-dimethoxy-2-methylquinazolin-4-amine